3-(4-(tetrahydro-2H-pyran-4-yl)piperazin-1-yl)benzene-1,2-diamine O1CCC(CC1)N1CCN(CC1)C1=C(C(=CC=C1)N)N